C1(C(C=CC=C1)=O)C(=O)C(O)C1=CC=CC=C1 benzoinOne